C(=O)C1=CC=C(C=C1)CC(=O)N (4-formylphenyl)acetamide